C(C)N1C(N(C(C12CCN(CC2)CC2CCOCC2)=O)C2CCC1(CC1)CC2)=O 1-Ethyl-3-(spiro[2.5]octane-6-yl)-8-((tetrahydro-2H-pyran-4-yl)methyl)-1,3,8-triazaspiro[4.5]decane-2,4-dione